(R)-6-(2-hydroxy-2-(3-(trifluoromethyl)phenyl)acetyl)-2-(1-(3-(3,3,3-trifluoroprop-1-en-2-yl)phenyl)cyclopropyl)-3,5,6,7,8,9-hexahydro-4H-pyrimido[5,4-c]azepin-4-one O[C@@H](C(=O)N1CC2=C(CCC1)N=C(NC2=O)C2(CC2)C2=CC(=CC=C2)C(=C)C(F)(F)F)C2=CC(=CC=C2)C(F)(F)F